O1C(=CC2=C1C=CC=C2)C=2C1=C(N=CN2)N(C2=C1N=CC=C2)[C@H]2[C@H](OC(C1=CC=CC=C1)=O)[C@H](OC(C1=CC=CC=C1)=O)[C@H](O2)COC(C2=CC=CC=C2)=O 4-(Benzofuran-2-yl)-9-(2,3,5-tri-O-benzoyl-β-D-ribofuranosyl)-9H-pyrido[2',3':4,5]pyrrolo[2,3-d]pyrimidine